(S)-N-(3-(2-((1,5-dimethyl-1H-pyrazol-3-yl)amino)-5-methylpyrimidin-4-yl)-1H-indol-7-yl)-2-(3-(4-((4-methylpiperazin-1-yl)methyl)phenoxy)pyrrolidin-1-yl)acetamide CN1N=C(C=C1C)NC1=NC=C(C(=N1)C1=CNC2=C(C=CC=C12)NC(CN1C[C@H](CC1)OC1=CC=C(C=C1)CN1CCN(CC1)C)=O)C